tert-butyl N-[(1S)-1-(chloromethyl)-2-hydroxy-ethyl]carbamate ClC[C@H](CO)NC(OC(C)(C)C)=O